(3-((trifluoromethyl)sulfonyl)phenyl)isonicotinamide FC(S(=O)(=O)C=1C=C(C=CC1)C1=C(C(=O)N)C=CN=C1)(F)F